3-Mercaptopropyltrimethoxy-silan SCCC[Si](OC)(OC)OC